C(#N)[C@H]1N(CSC1)C(CC1=NC2=CC=C(C=C2C(=C1)C(=O)N)[C@@H](C)OC)=O |&1:22| (2-((R)-4-Cyanothiazolidin-3-yl)-2-oxoethyl)-6-((RS)-1-methoxyethyl)quinoline-4-carboxamide